ClC=1C=CC(=C(C(=O)NC=2C(=NN(C(C2)=O)CC(C)(C)O)C2=C(C=CC=C2)C(F)(F)F)C1)OC 5-chloro-N-{1-(2-hydroxy-2-methylpropyl)-6-oxo-3-[2-(trifluoromethyl)phenyl]-1,6-dihydro-4-pyridazinyl}-2-methoxybenzamide